C(C)(C)(C)[C@H]1N2C(C=3N(N=C4C(=CC=CC34)OCCCCCC(=O)O)C1)=CC(C(=C2)C(=O)OCC)=O (R)-6-((6-(tert-butyl)-3-(ethoxycarbonyl)-2-oxo-6,7-dihydro-2H-pyrido[2',1':3,4]pyrazino[1,2-b]indazol-10-yl)oxy)hexanoic acid